C(#N)C=1C=C(C=NC1N(C)CCO)C=1C(=CC(=C(C(=O)NC2=NOC=C2)C1)F)C 5-(5-cyano-6-((2-hydroxyethyl)(methyl)amino)pyridin-3-yl)-2-fluoro-N-(isoxazol-3-yl)-4-methylbenzamide